CN(S(=O)(=O)C=1C=C2C(=CNC2=CC1)C)C N,N,3-trimethyl-1H-indole-5-sulfonamide